N-(oxolan-2-ylmethyl)-3-[(2-phenylimidazo[1,2-a]pyrazin-3-yl)amino]benzamide O1C(CCC1)CNC(C1=CC(=CC=C1)NC1=C(N=C2N1C=CN=C2)C2=CC=CC=C2)=O